ethyladipic acid CCC(CCCC(=O)O)C(=O)O